N,N-diethyl-prop-2-yne-1-amine C(C)N(CC#C)CC